[Al].[Zn].[F] fluorine zinc-aluminum